tert-butyl 3-(7-(4-(4-amino-3-(4-phenoxyphenyl)-1H-pyrazolo[3,4-d]pyrimidin-1-yl)piperidin-1-yl)-2-azaspiro[3.5]nonan-2-yl)azetidine-1-carboxylate NC1=C2C(=NC=N1)N(N=C2C2=CC=C(C=C2)OC2=CC=CC=C2)C2CCN(CC2)C2CCC1(CN(C1)C1CN(C1)C(=O)OC(C)(C)C)CC2